3,5-difluoroquinolin-2-amine FC=1C(=NC2=CC=CC(=C2C1)F)N